C1(=CC=CC=C1)S(=O)(=O)N1N=C(C2=C(C=CC=C12)Br)N1C[C@H](O[C@H](C1)C)C 1-(benzenesulfonyl)-4-bromo-3-[(2R,6S)-2,6-dimethylmorpholin-4-yl]indazole